C(#N)C1=C(OC=2C=C3C(N(C=NC3=CC2)CC2CCN(CC2)C(=O)OC(C)(C)C)=O)C(=CC=C1F)F tert-butyl 4-[[6-(2-cyano-3,6-difluoro-phenoxy)-4-oxo-quinazolin-3-yl]methyl]piperidine-1-carboxylate